1-methyl-5-[1-(4-methyl-1H-pyrazol-5-yl)-3-(trifluoromethyl)pyrazol-4-yl]imidazole-2-carboxamide CN1C(=NC=C1C=1C(=NN(C1)C1=C(C=NN1)C)C(F)(F)F)C(=O)N